FC(COC=1C=CC(=NC1)C=O)CC 5-(2-fluorobutoxy)picolinaldehyde